4-(2-ethoxy-2-oxoethyl)-4-methylpyrrolidine-1-carboxylate C(C)OC(CC1(CCN(C1)C(=O)[O-])C)=O